methyl [2-({[1-(4-chlorophenyl)-1H-pyrazol-3-yl]oxy}methyl)phenyl]methoxycarbamate ClC1=CC=C(C=C1)N1N=C(C=C1)OCC1=C(C=CC=C1)CONC(OC)=O